3-(3-chlorophenyl)-2-(2,2,2-trifluoroethyl)benzofuran ClC=1C=C(C=CC1)C1=C(OC2=C1C=CC=C2)CC(F)(F)F